ClCCC(=C(C1=CC=C(C=C1)O)C1=CC=C(OCCN2CCC(CC2)CN2CCC(CC2)C=2C=C3C(N(C(C3=CC2F)=O)C2C(NC(CC2)=O)=O)=O)C=C1)C1=CC=CC=C1 5-(1-((1-(2-(4-(4-chloro-1-(4-hydroxyphenyl)-2-phenylbut-1-en-1-yl)phenoxy)ethyl)piperidin-4-yl)methyl)piperidin-4-yl)-2-(2,6-dioxopiperidin-3-yl)-6-fluoroisoindoline-1,3-dione